C(C=C)(=O)N1[C@H](CN(CC1)C=1C2=C(N(C(N1)=O)C=1C(=NC=CC1C)C(C)C)N=C(C(=C2)C2CC2)C2=C(C=CC=C2)OC)CO (R)-4-(4-acryloyl-3-(hydroxymethyl)piperazin-1-yl)-6-cyclopropyl-1-(2-isopropyl-4-methylpyridine-3-yl)-7-(2-methoxyphenyl)pyrido[2,3-d]pyrimidin-2(1H)-one